(R)-N-(4-methyl-3-(5-morpholino-6-((tetrahydro-2H-pyran-4-yl)oxy)pyridin-3-yl)phenyl)-3-(2,2,2-trifluoroethyl)pyrrolidine-1-carboxamide CC1=C(C=C(C=C1)NC(=O)N1C[C@H](CC1)CC(F)(F)F)C=1C=NC(=C(C1)N1CCOCC1)OC1CCOCC1